N-(6-(4-methylpiperazin-1-yl)pyridin-3-yl)-3-(pyrazolo[1,5-a]pyridin-5-yl)-1H-pyrrolo[2,3-b]pyridine-5-carboxamide CN1CCN(CC1)C1=CC=C(C=N1)NC(=O)C=1C=C2C(=NC1)NC=C2C2=CC=1N(C=C2)N=CC1